1H-1,2,4-triazole-5-carbaldehyde N1N=CN=C1C=O